zinc 5-amino-1,3,4-thiadiazole-2-thiol salt NC1=NN=C(S1)S.[Zn]